4-(3,4-diamino-2-(2,2-difluoroethoxy)phenyl)-2-methylpiperidine-1-carboxylic acid tert-butyl ester C(C)(C)(C)OC(=O)N1C(CC(CC1)C1=C(C(=C(C=C1)N)N)OCC(F)F)C